N-{[4-(1-methyl-1H-pyrazol-4-yl)phenyl]methyl}-6-[7-(3-{[(3R)-oxolan-3-yl]amino}propoxy)imidazo[1,2-a]pyridin-3-yl]pyrimidin-4-amine CN1N=CC(=C1)C1=CC=C(C=C1)CNC1=NC=NC(=C1)C1=CN=C2N1C=CC(=C2)OCCCN[C@H]2COCC2